ethyl (R)-4-chloro-3-hydroxybutanoate ClC[C@@H](CC(=O)OCC)O